tert-butyl-2-(3-methyl-2-oxo-1,3-benzoxazol-6-yl)-N-(4-phenylbutyl)pyrrolidine-1-carboxamide N-[4-oxo-4-(2-oxo-3H-1,3-benzoxazol-6-yl)butyl]carbamate O=C(CCCNC(O)=O)C1=CC2=C(NC(O2)=O)C=C1.C(C)(C)(C)C1(N(CCC1)C(=O)NCCCCC1=CC=CC=C1)C1=CC2=C(N(C(O2)=O)C)C=C1